CC=1SC=CC1C 2,3-dimethylthiophene